C(C)(C)(C)OC(=O)N1CCC2(C=NS(C3=C(O2)N=CC=C3)(=O)=O)CC1 1-(tert-Butoxycarbonyl)-1',1'-dioxidospiro[piperidine-4,4'-pyrido[2,3-b][1,4,5]oxathiazepin]